2,4-Dimethyl-3-Cyclohexene CC1CCCC(=C1)C